O-(6-bromo-2-methylpyridin-3-yl) methylthio thiocarbonate C(OC=1C(=NC(=CC1)Br)C)(OSC)=S